FC1=NC(=CC=C1N1CCN(CC1)CC=1C=CC=2C3=C(C(NC2C1)=O)C=NO3)C(NC)=O 7-((4-(2-fluoro-6-(methylcarbamoyl)pyridin-3-yl)piperazin-1-yl)methyl)isoxazolo[4,5-c]quinolin-4(5H)-one